FC1=C(C=CC(=C1)OCC1=NC=CC=C1C)C1=CNC=2N=C(N=C(C21)OCCOC)NC2=CC=C(C=C2)CN2CCN(CC2)C 5-(2-fluoro-4-((3-methylpyridin-2-yl)methoxy)phenyl)-4-(2-methoxyethoxy)-N-(4-((4-methylpiperazin-1-yl)methyl)phenyl)-7H-pyrrolo[2,3-d]pyrimidin-2-amine